C(CCCCCCCCCCCCCCC(C)C)(=O)O.OCC(O)CO.OCC(O)CO diglycerin monoisostearate